diisobutyl (2-methylpropylidene)malonate CC(C=C(C(=O)OCC(C)C)C(=O)OCC(C)C)C